methyl 3-[[4-[[1-(2,6-dioxo-3-piperidyl)-3-methyl-2-oxo-benzimidazol-4-yl]methyl]-1-piperidyl]methyl]azetidine-1-carboxylate O=C1NC(CCC1N1C(N(C2=C1C=CC=C2CC2CCN(CC2)CC2CN(C2)C(=O)OC)C)=O)=O